((6-(6-isopropyl-2-((4-(4-methylpiperazin-1-yl)phenyl)amino)-7H-pyrrolo[2,3-d]pyrimidin-7-yl)pyridin-2-yl)imino)dimethyl-λ6-sulfanone C(C)(C)C1=CC2=C(N=C(N=C2)NC2=CC=C(C=C2)N2CCN(CC2)C)N1C1=CC=CC(=N1)N=S(=O)(C)C